C(C1=CC=CC=C1)OC(=O)N1CC(CC(C1)(F)F)C(=O)O 1-((benzyloxy)carbonyl)-5,5-difluoropiperidine-3-carboxylic acid